2-((1-(5-(4,4-dimethylpiperidin-1-yl)-9-methylimidazo[1,2-c]quinazolin-7-yl)ethyl)amino)benzoic acid CC1(CCN(CC1)C1=NC=2C(=CC(=CC2C=2N1C=CN2)C)C(C)NC2=C(C(=O)O)C=CC=C2)C